COC=1C=C(C=CC1OC)C1=CC(=CC(=C1)C)C1CB(OC1)O 4-(3',4'-dimethoxy-5-methyl-[1,1'-biphenyl]-3-yl)-1,2-oxaborolan-2-ol